OCC(C(=O)OC)C1=CC=C(C=C1)C=1C=NN(C1)C Methyl 3-hydroxy-2-(4-(1-methyl-1H-pyrazol-4-yl)phenyl)propanoate